2-(naphtho[2,1-b]benzofuran-10-yl)-4-phenyl-6-(3-(triphenylsilyl)phenyl)-1,3,5-triazine C1=CC=CC=2C=CC=3OC4=C(C3C12)C=C(C=C4)C4=NC(=NC(=N4)C4=CC=CC=C4)C4=CC(=CC=C4)[Si](C4=CC=CC=C4)(C4=CC=CC=C4)C4=CC=CC=C4